C(N)(=N)C=1C=C(SC1)[C@@H](C)NC(=O)[C@H]1N(C[C@H](C1)C)C(CNC(C1=CC=C(C=C1)OC1=CC=C(C=C1)F)=O)=O (2S,4S)-N-((R)-1-(4-carbamimidoylthiophen-2-yl)ethyl)-1-((4-(4-fluorophenoxy)benzoyl)glycyl)-4-methylpyrrolidine-2-carboxamide